2-(1-((2-(3,5-dichlorophenyl)-6-((2-(6-fluoro-4-methyl-1,4-diazepan-1-yl)pyrimidin-5-yl)oxy)pyridin-4-yl)methyl)piperidin-4-yl)acetic acid ClC=1C=C(C=C(C1)Cl)C1=NC(=CC(=C1)CN1CCC(CC1)CC(=O)O)OC=1C=NC(=NC1)N1CCN(CC(C1)F)C